3-[6-(3,6-Diazabicyclo[3.1.1]heptan-3-yl)-3-pyridyl]-5-[(1R)-1-(3,5-dichloro-4-pyridyl)ethoxy]-1H-indazole C12CN(CC(N1)C2)C2=CC=C(C=N2)C2=NNC1=CC=C(C=C21)O[C@H](C)C2=C(C=NC=C2Cl)Cl